CCCC(CCCCC(CCCCCCC)O)O hexadecane-4,9-diol